4-acetyl-3,4-dihydro-2H-benzo[b][1,4]oxazine-7-sulfonyl chloride C(C)(=O)N1C2=C(OCC1)C=C(C=C2)S(=O)(=O)Cl